1-(4-(4-AMINO-7-CYCLOPROPYL-7H-PYRROLO[2,3-D]PYRIMIDIN-5-YL)BENZOFURAN-7-YL)-3-(3-(TERT-BUTYL)ISOXAZOL-5-YL)UREA NC=1C2=C(N=CN1)N(C=C2C2=CC=C(C1=C2C=CO1)NC(=O)NC1=CC(=NO1)C(C)(C)C)C1CC1